ClC1=NC2=C(C=CC=C2C(=N1)Cl)C 2,4-dichloro-8-methylquinazoline